ClC=1C=C(C(=O)NC2=C3C(N(C=NC3=CC=C2)CC=2C=NC=CC2)=O)C=C(C1O)Cl 3,5-dichloro-4-hydroxy-N-(4-oxo-3-(pyridin-3-ylmethyl)-3,4-dihydroquinazolin-5-yl)benzamide